4-[7-(1-Cyanocyclopropyl)imidazo[1,2-a]pyridin-3-yl]-N-cyclopropyl-2-(difluoromethoxy)-6-methoxy-benzamide C(#N)C1(CC1)C1=CC=2N(C=C1)C(=CN2)C2=CC(=C(C(=O)NC1CC1)C(=C2)OC)OC(F)F